[Si](C)(C)(C(C)(C)C)OC=1C=CC(=C(C1)C[C@H](C(=O)OC)O)OCC1=NC(=NC=C1)C1=C(C=CC=C1)OC methyl (R)-3-(5-((tert-butyldimethylsilyl)oxy)-2-((2-(2-methoxyphenyl)pyrimidin-4-yl)methoxy)phenyl)-2-hydroxypropanoate